FC1=CC=C(C=C1)C1=C(N(C=2N=CN=C(C21)N)C)C=2COC1(CC2)CCNCC1 5-(4-fluorophenyl)-7-methyl-6-(1-oxa-9-azaspiro[5.5]undec-3-en-3-yl)-7H-pyrrolo[2,3-d]pyrimidin-4-amine